C(C)(=O)OC(C[N+](C)(C)C)CC([O-])=O O-acetyl-carnitine